FC1=CC=C(C=C1)C1=CC=2C(=NC=C(N2)C(=O)O)N1C 6-(4-fluorophenyl)-5-methyl-5H-pyrrolo[2,3-b]Pyrazine-2-carboxylic acid